3-(5-chloro-6-fluoropyridin-3-yl)-1-(2-methoxypyrimidin-5-yl)-1-((5-(trifluoromethyl)-1H-pyrazol-3-yl)methyl)urea ClC=1C=C(C=NC1F)NC(N(CC1=NNC(=C1)C(F)(F)F)C=1C=NC(=NC1)OC)=O